ethyl (R)-4-((4'-(1,1,1,3,3,3-hexafluoro-2-hydroxypropan-2-yl)-2-methyl-[1,1'-biphenyl]-4-yl)methyl)-1-(pyridin-4-ylmethyl)piperazine-2-carboxylate FC(C(C(F)(F)F)(O)C1=CC=C(C=C1)C1=C(C=C(C=C1)CN1C[C@@H](N(CC1)CC1=CC=NC=C1)C(=O)OCC)C)(F)F